FC=1C(=C(C=CC1)[C@@H]1C2=C(NC(=C1C(=O)OC)C)COC2=O)C(=C)C (S)-methyl 4-(3-fluoro-2-(prop-1-en-2-yl)phenyl)-2-methyl-5-oxo-1,4,5,7-tetrahydrofuro[3,4-b]pyridine-3-carboxylate